(S)-2-Methyl-azetidine trifluoroacetate FC(C(=O)O)(F)F.C[C@@H]1NCC1